C(C(C)C)(=O)O (E)-isobutyric acid